ClC=1C=C(C=CC1C(F)(F)F)NC(=O)N1[C@@H]2CC[C@H]1CC1=C2C=CC=C1 (5R,8S)-N-(3-chloro-4-(trifluoromethyl)phenyl)-6,7,8,9-tetrahydro-5H-5,8-epiminobenzo[7]annulene-10-carboxamide